C(=O)[O-].[Ag+].[N+3].C(=O)[O-].C(=O)[O-].C(=O)[O-] nitrogen Silver formate